1,2,3,4,5,6,7,8-octahydronaphthalen C1CCCC=2CCCCC12